4-methyl-5-(2-methylpyrrolidin-1-yl)pyridin-2-amine CC1=CC(=NC=C1N1C(CCC1)C)N